2-heptyl-4-(3,4-difluorobenzylamino)-7-methoxychromane hydrochloride Cl.C(CCCCCC)C1OC2=CC(=CC=C2C(C1)NCC1=CC(=C(C=C1)F)F)OC